NC1=NC=C(C2=C1C(=NN2C)C2=CC(=C(C=C2)NS(=O)(=O)C(F)F)O[C@@H](C)C2=CC=C(C=C2)F)C=2C=NN(C2)C2C(CN(CC2C)C)C N-(4-{4-amino-1-methyl-7-[1-(1,3,5-trimethyl-piperidin-4-yl)-1H-pyrazol-4-yl]-1H-pyrazolo[4,3-c]pyridin-3-yl}-2-[(1S)-1-(4-fluorophenyl)ethoxy]phenyl)-1,1-difluoromethane-sulfonamide